tetraethylammonium bifluoride tetra-hydrofluoride salt F.F.F.F.F[H-]F.C(C)[N+](CC)(CC)CC